tri(diethylamino)phosphine 4-(4-vinylphenyl)butylphosphonate C(=C)C1=CC=C(C=C1)CCCCP(O)(O)=O.C(C)N(CC)P(N(CC)CC)N(CC)CC